2,2,2-Trifluoroethyl (S)-2-amino-3-(naphthalen-2-yl)propanoate hydrochloride Cl.N[C@H](C(=O)OCC(F)(F)F)CC1=CC2=CC=CC=C2C=C1